Lithium nitrid [Li+].[Li+].[Li+].[N-3]